racemic-ethyl 3-[4-[2-[5-[[6,7-difluoro-4-(methylcarbamoyl)-1H-indol-5-yl]oxy]-2-fluoro-phenyl]-1H-imidazol-4-yl]-4-methyl-chroman-8-yl]propanoate FC1=C(C(=C2C=CNC2=C1F)C(NC)=O)OC=1C=CC(=C(C1)C=1NC=C(N1)[C@@]1(CCOC2=C(C=CC=C12)CCC(=O)OCC)C)F |r|